CP(CCCCP(C)C)C 4-dimethylphosphino-1-dimethylphosphinobutane